FC1=C2NC(C=3N(C2=C(C(=C1)C1=C2C=CN(C2=CC(=C1)OC)S(=O)(=O)C)OC)C(=NN3)C)(C)C 6-Fluoro-9-methoxy-8-(6-methoxy-1-methylsulfonyl-1H-indol-4-yl)-1,4,4-trimethyl-5H-[1,2,4]triazolo[4,3-a]quinoxaline